4-[3-(3-{[(1,3-benzothiazol-7-yl)methyl]amino}propanoyl)-3,8-diazabicyclo[3.2.1]octan-8-yl]pyridine-2-carbonitrile S1C=NC2=C1C(=CC=C2)CNCCC(=O)N2CC1CCC(C2)N1C1=CC(=NC=C1)C#N